1-(4-(1-((4-(4-(3-oxa-8-azabicyclo[3.2.1]octan-8-yl)-7H-pyrrolo[2,3-d]pyrimidin-6-yl)phenyl)amino)-2,2,2-trifluoroethyl)piperidin-1-yl)-2-(azetidin-1-ylmethyl)prop-2-en-1-one C12COCC(CC1)N2C=2C1=C(N=CN2)NC(=C1)C1=CC=C(C=C1)NC(C(F)(F)F)C1CCN(CC1)C(C(=C)CN1CCC1)=O